FC(C(=O)NC1CCC(CC1)COC1=NC(=NC=C1F)NC=1C(=NN(C1)C(C)C)OC)(F)F 2,2,2-trifluoro-N-((1R,4R)-4-(((5-fluoro-2-((1-isopropyl-3-methoxy-1H-pyrazol-4-yl)amino)pyrimidin-4-yl)oxy)methyl)cyclohexyl)acetamide